C(CCCCCCCCCCCCCCCCCCCCCCC)(=O)OCCCC butyl tetracosanate